(1R,3R)-3-(trifluoromethyl)cyclohexane-1-carboxylic acid FC([C@H]1C[C@@H](CCC1)C(=O)O)(F)F